COC[C@@H](C(NC=1SC=C(N1)C1=CC(=CC=C1)C1=NC=NC=C1)=O)NC(OC(C)(C)C)=O (S)-tert-butyl (3-methoxy-1-oxo-1-((4-(3-(pyrimidin-4-yl)phenyl)thiazol-2-yl)amino)propan-2-yl)carbamate